CC1=C(C=C(N=N1)C=1C(NC(NC1)=O)=O)N1C=NC(=C1)C 5-(6-methyl-5-(4-methyl-1H-imidazol-1-yl)pyridazin-3-yl)pyrimidine-2,4(1H,3H)-dione